ClC=1C(NN=CC1N1C[C@@H](CC1)OC1=NC=CC(=C1)C1=C(C=NN1C)Cl)=O (R)-4-chloro-5-(3-((4-(4-chloro-1-methyl-1H-pyrazol-5-yl)pyridin-2-yl)oxy)pyrrolidin-1-yl)pyridazin-3(2H)-one